tert-butyl-2-(cyanomethyl)-4-[2-[[(2S)-1-methylpyrrolidin-2-yl]methoxy]-5,6,7,8-tetrahydropyrido[3,4-d]pyrimidin-4-yl]piperazine-1-carboxylate C(C)(C)(C)OC(=O)N1C(CN(CC1)C=1C2=C(N=C(N1)OC[C@H]1N(CCC1)C)CNCC2)CC#N